BrC=1C=C2C=CCN(C2=NC1)C(=O)OC(C)(C)C tert-Butyl 6-bromo-1,8-naphthyridine-1(2H)-carboxylate